5-chloro-2-[4-({1'-[2-(2,6-dioxopiperidin-3-yl)-1,3-dioxo-2,3-dihydro-1H-isoindol-5-yl]-[3,3'-biazetidin]-1-yl}methyl)piperidin-1-yl]pyrimidin ClC=1C=NC(=NC1)N1CCC(CC1)CN1CC(C1)C1CN(C1)C=1C=C2C(N(C(C2=CC1)=O)C1C(NC(CC1)=O)=O)=O